1-{[1-Methyl-6-(2-pyridinyl)-3,4-dihydro-2-naphthalenyl]methyl}-3-azetidinecarboxylic acid CC1=C(CCC2=CC(=CC=C12)C1=NC=CC=C1)CN1CC(C1)C(=O)O